FC1=CC=C(CS(=O)(=O)C2=CC(=C(N(C)C)C=C2)[N+](=O)[O-])C=C1 4-[(4-fluorobenzyl)sulfonyl]-N,N-dimethyl-2-nitroaniline